CN(CC(=O)NC1CCC(CC1)N1C(C=C(C2=C1N=C(N=C2)NC2=CC=C(C=C2)N2CCN(CC2)C)C#C[Si](C(C)C)(C(C)C)C(C)C)=O)C 2-(dimethylamino)-N-[(1s,4s)-4-(2-{[4-(4-methylpiperazin-1-yl)phenyl]amino}-7-oxo-5-[2-(triisopropylsilyl)ethynyl]pyrido[2,3-d]pyrimidin-8-yl)cyclohexyl]acetamide